ClC1=C(C=C(C=C1)F)C(C)O 1-(2-chloro-5-fluorophenyl)ethanol